(S)-5-(1-((tert-Butyldimethylsilyl)oxy)-5-methoxy-2,3-dihydro-1H-inden-4-yl)-2-((tetrahydro-2H-pyran-4-yl)oxy)pyridine [Si](C)(C)(C(C)(C)C)O[C@H]1CCC2=C(C(=CC=C12)OC)C=1C=CC(=NC1)OC1CCOCC1